2-(4-(2-((5-(1-(difluoromethyl)-1H-pyrazol-4-yl)benzo[d]thiazol-2-yl)amino)-2-oxoethyl)-2-fluorophenoxy)pyridine-3-carboxamide FC(N1N=CC(=C1)C=1C=CC2=C(N=C(S2)NC(CC2=CC(=C(OC3=NC=CC=C3C(=O)N)C=C2)F)=O)C1)F